CN1C(N(C2=C1C=C(C=C2C2CCNCC2)C=2C=CC=C1C=C(N=CC21)C=2C=NN(C2)C)C)=O 1,3-dimethyl-6-[3-(1-methylpyrazol-4-yl)-8-isoquinolyl]-4-(4-piperidyl)benzimidazol-2-one